(S)-3-amino-3-(4-fluoro-4'-methoxy-2',6'-dimethyl-5-methyl-[1,1'-biphenyl]-3-yl)propionic acid ethyl ester hydrochloride Cl.C(C)OC(C[C@@H](C=1C=C(C=C(C1F)C)C1=C(C=C(C=C1C)OC)C)N)=O